1-(((R)-10-hydroxy-7-((R)-4,4,4-trifluoro-2-methylbutyryl)-7-azaspiro[4.5]decan-10-yl)methyl)-4-phenyl-5-(piperazine-1-carbonyl)pyridin-2(1H)-one O[C@@]1(CCN(CC12CCCC2)C([C@@H](CC(F)(F)F)C)=O)CN2C(C=C(C(=C2)C(=O)N2CCNCC2)C2=CC=CC=C2)=O